FC1=C(N=CC2=C1N=C(N=C2N2CC(CCCC2)NC(C=C)=O)OC[C@]2(N(C[C@@H](C2)F)C2=NC=CC=N2)C)C2=CC(=CC1=CC=C(C(=C21)C)F)O N-(1-(8-fluoro-2-(((2S,4R)-4-fluoro-2-methyl-1-(pyrimidin-2-yl)pyrrolidin-2-yl)methoxy)-7-(7-fluoro-3-hydroxy-8-methylnaphthalen-1-yl)pyrido[4,3-d]pyrimidin-4-yl)azepan-3-yl)acrylamide